N1N=C(C=C1)CNC1=C(C=C(C=C1)C1=NNC(OC1)=O)C(F)(F)F 5-[4-{[(1H-pyrazol-3-yl)methyl]amino}-3-(trifluoromethyl)phenyl]-3,6-dihydro-2H-1,3,4-oxadiazin-2-one